ClC1=NN(C=C1I)C chloro-4-iodo-1-methyl-1H-pyrazole